2'-{6-amino-5-[(1S)-1-(pyridin-4-yl)ethoxy]pyridin-3-yl}-N-ethyl-5',6'-dihydrospiro[pyrrolidine-3,4'-pyrrolo[1,2-b]pyrazole]-1-carboxamide NC1=C(C=C(C=N1)C=1C=C2N(N1)CCC21CN(CC1)C(=O)NCC)O[C@@H](C)C1=CC=NC=C1